COC(=O)C1=CC2=C(N=C(S2)N2[C@@H]3C[C@H]([C@H](C2)C3)OCC=3C(=NOC3C3CC3)C3CCCCC3)C(=C1)F 2-[(1S,4S,5R)-5-[(3-cyclohexyl-5-cyclopropyl-1,2-oxazol-4-yl)methoxy]-2-azabicyclo[2.2.1]Heptane-2-yl]-4-fluoro-1,3-benzothiazole-6-carboxylic acid methyl ester